C1(=CC=CC=C1)N(C=1C=CC=2N(C3=CC=C(C=C3C2C1)N(C1=CC=CC=C1)C1=CC=CC=C1)C1=C(C#N)C(=CC(=C1)C=1C=NC=CC1)N1C2=CC=C(C=C2C=2C=C(C=CC12)N(C1=CC=CC=C1)C1=CC=CC=C1)N(C1=CC=CC=C1)C1=CC=CC=C1)C1=CC=CC=C1 2,6-bis(3,6-bis(diphenylamino)-9H-carbazol-9-yl)-4-(pyridin-3-yl)benzonitrile